(R)-8-(L-alanyl)-3-(2-(4-(4-fluorophenyl)piperazin-1-yl)ethyl)-2-oxa-8-azaspiro[4.5]decan-1-one N[C@@H](C)C(=O)N1CCC2(C[C@@H](OC2=O)CCN2CCN(CC2)C2=CC=C(C=C2)F)CC1